(S)-2-(6-chloro-2,3-difluorobenzoylamino)-3-(8-(2-chloro-4-cyanophenyl)quinolin-5-yl)propionic acid ClC1=CC=C(C(=C1C(=O)N[C@H](C(=O)O)CC1=C2C=CC=NC2=C(C=C1)C1=C(C=C(C=C1)C#N)Cl)F)F